NCC(CN1N=CN(C1=O)CC1=CC(=CS1)C=1C=CC(N(C1)C)=O)=C(F)F 5-[5-[[1-[2-(aminomethyl)-3,3-difluoro-allyl]-5-oxo-1,2,4-triazol-4-yl]methyl]-3-thienyl]-1-methyl-pyridin-2-one